(4aS)-7-Chloro-2,5-dihydro-2-[[(methoxycarbonyl)[4-[(trifluoromethyl)thio]phenyl]amino]carbonyl]indeno[1,2-e][1,3,4]oxadiazine-4a(3H)-carboxylic acid ClC=1C=C2C[C@]3(C(=NN(CO3)C(=O)N(C3=CC=C(C=C3)SC(F)(F)F)C(=O)OC)C2=CC1)C(=O)O